2-Amino-7-fluoro-4-(5-fluoro-3-((1S,5S)-6-methyl-2,6-diazabicyclo[3.2.0]heptan-2-yl)-7,9-dihydrofuro[3,4-f]quinazolin-6-yl)thieno[3,2-c]pyridine-3-carbonitrile NC1=C(C=2C(=NC=C(C2S1)F)C=1C2=C(C=3C=NC(=NC3C1F)N1[C@H]3CN([C@H]3CC1)C)COC2)C#N